tert-butyl (2S,4S)-4-(8-chloro-6-fluoro-7-(4-fluorophenyl)-4-(methylsulfonyl)-1H-[1,2,3]triazolo[4,5-c]quinolin-1-yl)-2-(cyanomethyl)piperidine-1-carboxylate ClC1=CC=2C3=C(C(=NC2C(=C1C1=CC=C(C=C1)F)F)S(=O)(=O)C)N=NN3[C@@H]3C[C@H](N(CC3)C(=O)OC(C)(C)C)CC#N